FC=1C=C2C(=CNC(C2=CC1F)=O)[C@@H](C)N(C(=O)NC1=CC(=CC=C1)Cl)C |r| Racemic-1-(1-(6,7-difluoro-1-oxo-1,2-dihydroisoquinolin-4-yl)ethyl)-3-(3-chlorophenyl)-1-methylurea